(R)-1,1'-binaphthyl-2,2'-diamine platinum [Pt].C=1(C(=CC=C2C=CC=CC12)N)C=1C(=CC=C2C=CC=CC12)N